morpholinyl-(phenyl)methanone N1(CCOCC1)C(=O)C1=CC=CC=C1